C(CCCCCCC)OC1=CC=C(C=C1)C1=CC=C(C=C1)[IH+] p-(4-octyloxyphenyl)phenyliodonium